(2R,3R,4R,5R)-2-(acetoxymethyl)-5-(6-chloro-4-(((R)-1-(4-(pentafluoro-λ6-sulfanyl)phenyl)ethyl)amino)-1H-pyrazolo[3,4-d]pyrimidin-1-yl)tetrahydrofuran-3,4-diyl diacetate C(C)(=O)O[C@@H]1[C@H](O[C@H]([C@@H]1OC(C)=O)N1N=CC=2C1=NC(=NC2N[C@H](C)C2=CC=C(C=C2)S(F)(F)(F)(F)F)Cl)COC(C)=O